N-[3-(2-Chloro-ethoxy)-propyl]-N-[3-(5-hydroxy-pyridin-3-yl)-1H-indazol-5-yl]-2-nitro-benzenesulfonamide ClCCOCCCN(S(=O)(=O)C1=C(C=CC=C1)[N+](=O)[O-])C=1C=C2C(=NNC2=CC1)C=1C=NC=C(C1)O